(E)-5-(3-(5-methoxypyridin-2-yl)acryloyl)-4-methylthieno[2,3-b]pyridin-6(7H)-one COC=1C=CC(=NC1)/C=C/C(=O)C1=C(C2=C(NC1=O)SC=C2)C